4-(1,3-oxazol-5-yl)benzene O1C=NC=C1C1=CC=CC=C1